O=CC[C@@H](C(=O)OC)NC(=O)OCC[Si](C)(C)C methyl (2S)-4-oxo-2-({[2-(trimethylsilyl)ethoxy]carbonyl} amino)butanoate